ClC1=C(C=CC=C1Cl)N1CCC(CC1)N([C@@H]1CC2=C(N=C(S2)N)CC1)CCC (S)-N6-(1-(2,3-dichlorophenyl)piperidin-4-yl)-N6-propyl-4,5,6,7-tetrahydrobenzo[d]thiazole-2,6-diamine